2-(4-chloro-1-isopropyl-1H-pyrazol-5-yl)-4-(4-(3-methoxy-5-methyl-1H-pyrazol-1-yl)benzyl)-6,7-dihydropyrazolo[1,5-a]pyrimidin-5(4H)-one ClC=1C=NN(C1C1=NN2C(N(C(CC2)=O)CC2=CC=C(C=C2)N2N=C(C=C2C)OC)=C1)C(C)C